ClC1=CC=C(C=C1)N1C2=NC(=NC(=C2N=C1C1=NC=CC=C1)N1CCC(CC1)(C(=O)N)C)N(C)CCO 1-[9-(4-chlorophenyl)-2-[2-hydroxyethyl-(methyl)amino]-8-(2-pyridinyl)purin-6-yl]-4-methyl-piperidine-4-carboxamide